2-tertiary butyl-4-methyl-6-chloromethylphenol C(C)(C)(C)C1=C(C(=CC(=C1)C)CCl)O